COC1=C(C(=CC=C1)OC)S(=O)(=O)N 2,6-dimethoxybenzenesulfonamide